C(C)C=1NC=CN1 L-2-ethylimidazole